tert-butyl 9-(2-(4-((6-chloro-8-cyclopentyl-7-oxo-7,8-dihydropyrido[2,3-d]pyrimidin-2-yl)amino)-3-methylphenylsulfonamido)ethoxy)-3-azaspiro[5.5]undecane-3-carboxylate ClC1=CC2=C(N=C(N=C2)NC2=C(C=C(C=C2)S(=O)(=O)NCCOC2CCC3(CCN(CC3)C(=O)OC(C)(C)C)CC2)C)N(C1=O)C1CCCC1